FC1(CCN(CC1)CC1=CC=2C(=NC=CC2C=2C=C3C(=NNC3=CC2)N)N1)F 5-(2-((4,4-Difluoropiperidin-1-yl)methyl)-1H-pyrrolo[2,3-b]pyridin-4-yl)-1H-indazol-3-amine